N1N=NN=C1C1=C(C=CC=C1)C1=NC(=CC(=C1)NC1=NC=C(C#N)C=C1)N(CC(C)C)CC1=CC=CC=C1 6-((2-(2-(1H-tetrazol-5-yl)phenyl)-6-(benzyl(isobutyl)amino)pyridin-4-yl)amino)nicotinonitrile